NC1=CC=C(C=N1)NC(=O)[C@@H]1O[C@]([C@H]([C@H]1C1=C(C(=C(C=C1)F)F)OC)C)(C(F)(F)F)C (2R,3S,4S,5R)-N-(6-aminopyridin-3-yl)-3-(3,4-difluoro-2-methoxyphenyl)-4,5-dimethyl-5-(trifluoromethyl)tetrahydrofuran-2-carboxamide